BrC=1C(=C(C=C(C1)Cl)N1C2=CC=C(C=C2C2=CC=C3C(=C12)C=CC=C3)C3=C(C=CC=C3C)C)Cl 11-(3-bromo-2,5-dichlorophenyl)-8-(2,6-dimethylphenyl)-11H-benzo[a]carbazole